3-(piperidin-1-yl)-N-((2-((6-(pyridin-4-yl)benzo-[d]thiazol-2-yl)amino)-pyridin-4-yl)methyl)-propanamide N1(CCCCC1)CCC(=O)NCC1=CC(=NC=C1)NC=1SC2=C(N1)C=CC(=C2)C2=CC=NC=C2